ethyl 2-(6-(1-hydroxyethyl)-1-((2-(trimethylsilyl)ethoxy)methyl)-1H-pyrrolo[2,3-b]pyridin-2-yl)-7-methoxy-1-methyl-1H-benzo[d]imidazole-5-carboxylate OC(C)C1=CC=C2C(=N1)N(C(=C2)C2=NC1=C(N2C)C(=CC(=C1)C(=O)OCC)OC)COCC[Si](C)(C)C